O=C1N(CCC(N1)=O)C1=CC=C(C=C1)N1CCN(CC1)C1CN(C1)C1CCN(CC1)C(=O)OC(C)(C)C tert-Butyl 4-(3-(4-(4-(2,4-dioxotetrahydropyrimidin-1(2H)-yl)phenyl)piperazin-1-yl)azetidin-1-yl)piperidine-1-carboxylate